(3S,4S)-N-(isoquinolin-5-yl)-4-phenylpyrrolidine-3-carboxamide dihydrochloride Cl.Cl.C1=NC=CC2=C(C=CC=C12)NC(=O)[C@@H]1CNC[C@@H]1C1=CC=CC=C1